C(C)(C)(C)OC(NCC1=CC=C(C=C1)C#C[Si](C(C)C)(C(C)C)C(C)C)=O {4-[(triisopropylsilyl)-ethynyl]-benzyl}-carbamic acid tert-butyl ester